1-(4-(2-bromo-1,1,2,2-tetrafluoroethoxy)pyridin-2-yl)-3,3-dimethyl-N-(4-methyl-1,1-dioxidotetrahydro-2H-thiopyran-4-yl)-2-oxoindoline-5-carboxamide BrC(C(OC1=CC(=NC=C1)N1C(C(C2=CC(=CC=C12)C(=O)NC1(CCS(CC1)(=O)=O)C)(C)C)=O)(F)F)(F)F